ethyl-1-methylbenzyl-imidazole-5-carboxylate C(C)OC(=O)C1=CN=C(N1)CC1(CC=CC=C1)C